2-((1-(4-chlorophenyl)-4-phenyl-1H-imidazol-2-yl)thio)-N-(2,3-dimethylphenyl)acetamide ClC1=CC=C(C=C1)N1C(=NC(=C1)C1=CC=CC=C1)SCC(=O)NC1=C(C(=CC=C1)C)C